(1-methyl-1-cyclopentyl)tris(dimethylamino)tin CC1(CCCC1)[Sn](N(C)C)(N(C)C)N(C)C